CN[C@H](C(=O)NCCCOC=1C=C(C=CC1)NC=1C(=NC=C(N1)NC1CCOCC1)C(=O)N)C (S)-3-((3-(3-(2-(methylamino)propanamido)propoxy)phenyl)amino)-5-((tetrahydro-2H-pyran-4-yl)amino)pyrazine-2-carboxamide